CC(=O)NC[C@H]1CN(C(=O)O1)C2=CC(=C(C=C2)N3CCOCC3)F The molecule is an organofluorine compound that consists of 1,3-oxazolidin-2-one bearing an N-3-fluoro-4-(morpholin-4-yl)phenyl group as well as an acetamidomethyl group at position 5. A synthetic antibacterial agent that inhibits bacterial protein synthesis by binding to a site on 23S ribosomal RNA of the 50S subunit and prevents further formation of a functional 70S initiation complex. It has a role as an antibacterial drug and a protein synthesis inhibitor. It is an oxazolidinone, a member of morpholines, an organofluorine compound and a member of acetamides.